potassium (2R)-ethylene oxide C1CO1.[K]